COC1=CC=C(C=C1)/N=C/C1=CC=C(C=C1)C (E)-N-(4-methoxyphenyl)-1-(p-tolyl)methanimine